CC1=C(C=CC(=C1)Cl)OCCCC(=O)NO 4-(4-Chloro-2-methylphenoxy)-N-hydroxybutanamide